1-Bromo-4-tert-butyl-benzene BrC1=CC=C(C=C1)C(C)(C)C